FC1=C2C(=CN=C1N1CCC(CC1)NCC(CC)(C)OC)NC(=C2C(C)C)C=2C=C(C=1N(C2)N=CN1)C 1-(4-fluoro-3-isopropyl-2-(8-methyl-[1,2,4]triazolo[1,5-a]pyridin-6-yl)-1H-pyrrolo[2,3-c]pyridin-5-yl)-N-((3-methyloxybutan-3-yl)methyl)piperidin-4-amine